(R)-1-((8-(3-bromo-2-methylphenylamino)-1,7-naphthyridin-3-yl)methyl)pyrrolidine-3-carboxylic acid BrC=1C(=C(C=CC1)NC=1N=CC=C2C=C(C=NC12)CN1C[C@@H](CC1)C(=O)O)C